ethyl 1-(2-((4-(N,N-dimethylsulfamoyl)phenyl)sulfonamido)-6-fluorophenyl)piperidine-4-carboxylate CN(S(=O)(=O)C1=CC=C(C=C1)S(=O)(=O)NC1=C(C(=CC=C1)F)N1CCC(CC1)C(=O)OCC)C